DIDECYL PHTHALATE C(C=1C(C(=O)OCCCCCCCCCC)=CC=CC1)(=O)OCCCCCCCCCC